2,6-dimethoxybenzoyl-2-phenyl-propan-1-one COC1=C(C(=O)C(C(C)C2=CC=CC=C2)=O)C(=CC=C1)OC